C12C(CC(C=C1)C2)CO[Si](C2=CC=CC=C2)(C)OCC2C1C=CC(C2)C1 Bis(bicyclo[2.2.1]hept-5-en-2-ylmethoxy)(methyl)(phenyl)silane